(2S,4R)-1-acetyl-4-fluoro-N-[(S) or (R)-[6-fluoro-5-(propan-2-yl)pyridin-2-yl](2-methyl-2H-indazol-6-yl)methyl]pyrrolidine-2-carboxamide C(C)(=O)N1[C@@H](C[C@H](C1)F)C(=O)N[C@@H](C=1C=CC2=CN(N=C2C1)C)C1=NC(=C(C=C1)C(C)C)F |o1:12|